dodecaane CCCCCCCCCCCC